Ethyl 6-Phenyl-2-(p-tolyl)pyrazolo[1,5-a]pyrimidine-7-carboxylate C1(=CC=CC=C1)C=1C=NC=2N(C1C(=O)OCC)N=C(C2)C2=CC=C(C=C2)C